diphenyl-biphenol Tert-butyl-4-{[2-(4-tert-butylphenyl)imidazo[1,2-a]pyridine-3-yl]methyl}piperazine-1-carboxylate C(C)(C)(C)C1N(CCN(C1)CC1=C(N=C2N1C=CC=C2)C2=CC=C(C=C2)C(C)(C)C)C(=O)O.C2(=CC=CC=C2)C=2C(=C(C(=CC2)O)C=2C(=CC=CC2)O)C2=CC=CC=C2